ANTHRANILATE (methyl 2-(methylamino)benzoate) CC=1C(=C(C(=O)O)C=CC1)NC.C(C=1C(N)=CC=CC1)(=O)O